NC1=C(SC=2N=C(SC21)C)C(=O)N[C@@H]2CC1=C(C=C(C(=C1CC2)C#N)N2CC1CCC(C2)N1)F 6-amino-N-[(2S)-5-cyano-6-{3,8-diazabicyclo[3.2.1]octan-3-yl}-8-fluoro-1,2,3,4-tetrahydronaphthalen-2-yl]-2-methylthieno[2,3-d][1,3]thiazole-5-carboxamide